ClC=1C=CC(=NC1)CN1CCN(CC1)C1=CC=C(C=N1)C=1C=2N(C=C(C1)OC[C@@H](C)OC)N=CC2C#N (R)-4-(6-(4-((5-chloropyridin-2-yl)methyl)piperazin-1-yl)pyridin-3-yl)-6-(2-methoxypropoxy)pyrazolo[1,5-a]pyridine-3-carbonitrile